BrC=1C=C2C=C(C(=NC2=CC1)OC)CC=1SC(=CC1)C 6-bromo-2-methoxy-3-((5-methylthiophene-2-yl)methyl)quinoline